2-(4-Cyano-phenoxy)-2-(4-ethanesulfonyl-phenyl)-N-(7-ethoxy-6-methoxy-benzothiazol-2-yl)-acetamide C(#N)C1=CC=C(OC(C(=O)NC=2SC3=C(N2)C=CC(=C3OCC)OC)C3=CC=C(C=C3)S(=O)(=O)CC)C=C1